4-(7-methoxybenzo[d]oxazol-2-yl)-6,7-dihydro-1H-imidazo[4,5-c]pyridin COC1=CC=CC=2N=C(OC21)C2=NCCC1=C2N=CN1